N-[(E)-[4-(2-Methoxyethoxy)phenyl]methylenamino]-N-methyl-1,1-dioxo-1,2-benzothiazol-3-amin COCCOC1=CC=C(C=C1)\C=N\N(C1=NS(C2=C1C=CC=C2)(=O)=O)C